CC1=CC=CC(=N1)C1=C(C=NN1)C=1N=C2C=C(C=NC2=CC1)C(=O)O[C@H]1CNCC1 [(3R)-pyrrolidin-3-yl] 6-[5-(6-methyl-2-pyridyl)-1H-pyrazol-4-yl]-1,5-naphthyridine-3-carboxylate